chloromethoxybenzyl ether ClCOC(C1=CC=CC=C1)OC(C1=CC=CC=C1)OCCl